C(C)(C)(C)C1=CC(=C(NC2=CC=C(C=C2)C(C)(C)C)C(=C1)C)C 4-(tert-butyl)-N-(4-(tert-butyl)phenyl)-2,6-dimethylaniline